FC1=C(N2C(S1)=NC(=C2)C(=O)N[C@@H]2C(N(C1=C(OC2)C=CC(=C1)C#CC(C)(C)O)C)=O)C1=CC=C(C=C1)F (S)-2-fluoro-3-(4-fluorophenyl)-N-(7-(3-hydroxy-3-methylbut-1-yn-1-yl)-5-methyl-4-Oxo-2,3,4,5-tetrahydrobenzo[b][1,4]oxazepine-3-yl)imidazo[2,1-b]thiazole-6-carboxamide